[O-2].[V+2] vanadium (II) oxide